4-[(2-Hydroxy-ethyl)amino]-3-nitro-1-methylbenzol OCCNC1=C(C=C(C=C1)C)[N+](=O)[O-]